BrC=1C=CC2=C(N(C=3N2C=C(N3)C3=C(C=C(C=C3)[C@H]3N(CCC3)C(=O)OC(C)(C)C)F)C)C1 tert-butyl (S)-2-(4-(7-bromo-9-methyl-9H-benzo[d]imidazo[1,2-a]imidazol-2-yl)-3-fluorophenyl)pyrrolidine-1-carboxylate